3-[1-oxo-6-(2-oxoimidazolidin-1-yl)isoindolin-2-yl]piperidine-2,6-dione O=C1N(CC2=CC=C(C=C12)N1C(NCC1)=O)C1C(NC(CC1)=O)=O